methoxymethyl 4-bromo-3,5-bis(methoxymethoxy)benzoate BrC1=C(C=C(C(=O)OCOC)C=C1OCOC)OCOC